COC(C(=O)C1=C(C=C(C=C1)NC(=O)OC)[N+](=O)[O-])=O (4-methoxycarbonylamino-2-nitro-phenyl)-oxo-acetic acid methyl ester